4-(4-(4-Fluorophenyl)-1-neopentyl-1H-imidazol-5-yl)pyrimidin-2-amine FC1=CC=C(C=C1)C=1N=CN(C1C1=NC(=NC=C1)N)CC(C)(C)C